2-(chloromethyl)-4-methylpyridine ClCC1=NC=CC(=C1)C